ClC=1C(=NC(=NC1)NC=1C(=NN(C1)C1CC2CCC(C1)N2C)C)NCCCN2C(CCCCC2)=O 1-(3-((5-chloro-2-((3-methyl-1-(8-methyl-8-azabicyclo[3.2.1]octan-3-yl)-1H-pyrazol-4-yl)amino)pyrimidin-4-yl)amino)propyl)azepan-2-one